[Bi](=S)=S.[Ag] Silver Bismuth Disulphide